7-(2-(pyrrolidin-1-yl)ethoxy)quinazolin-4-amine N1(CCCC1)CCOC1=CC=C2C(=NC=NC2=C1)N